CN1C(N(C2=NC=NC=C12)C1CCOCC1)=O 7-methyl-9-(tetrahydro-2H-pyran-4-yl)-7,9-dihydro-8H-purin-8-one